13-((2-(2,6-dioxopiperidin-3-yl)-1-oxoisoindolin-4-yl)thio)tridecanoic acid O=C1NC(CCC1N1C(C2=CC=CC(=C2C1)SCCCCCCCCCCCCC(=O)O)=O)=O